(S)-N-(5-((R)-2-(2,5-difluorophenyl)pyrrolidin-1-yl)-pyrazolo[1,5-a]pyrimidin-3-yl)-3-hydroxypyrrolidine-1-carboxamide hydrochloride Cl.FC1=C(C=C(C=C1)F)[C@@H]1N(CCC1)C1=NC=2N(C=C1)N=CC2NC(=O)N2C[C@H](CC2)O